bromo-4-ethoxypyridin-3-amine BrC1=NC=CC(=C1N)OCC